CC1=C(C(=O)P(C2=C(C=C(C=C2)OCCCC)OCCCC)(C(C2=C(C=C(C=C2C)C)C)=O)=O)C(=CC(=C1)C)C bis(2,4,6-trimethylbenzoyl)-2,4-di-n-butoxyphenyl-phosphine oxide